4-{[2-(2-hydroxypropan-2-yl)phenyl]amino}-2-[(6-methoxy-2-methyl-1,2,3,4-tetrahydroisoquinolin-7-yl)amino]pyrimidine-5-carboxamide OC(C)(C)C1=C(C=CC=C1)NC1=NC(=NC=C1C(=O)N)NC1=C(C=C2CCN(CC2=C1)C)OC